FC1=C(C(=C2C=CNC2=C1)C(C)O)OC=1C=C(C=CC1)C=1NC=C(N1)C(C)(O)C1=CC=CC=C1 1-(2-(3-((6-Fluoro-4-(1-hydroxyethyl)-1H-indol-5-yl)oxy)phenyl)-1H-imidazol-4-yl)-1-phenylethan-1-ol